C(=O)O.C(#N)C=1C(=NC=C(C1C1=CC(=C(C=C1)C#N)F)C1=CC(=C(C(=C1)O)OC)F)N1CCC(CC1)NCC1=CC=C(C=C1)/C=C/C(=O)NO (E)-3-(4-(((1-(3-Cyano-4-(4-cyano-3-fluorophenyl)-5-(3-fluoro-5-hydroxy-4-methoxyphenyl)pyridin-2-yl)piperidin-4-yl)amino)methyl)phenyl)-N-hydroxyacrylamide formate